[K].CN(C)CC1N(CCC1)S(=O)(=O)NC(NC1=C2CCCC2=CC=2CCCC12)=O 2-((Dimethylamino)methyl)-N-((1,2,3,5,6,7-hexahydro-s-indacen-4-yl)carbamoyl)pyrrolidine-1-sulfonamide, potassium salt